divinyl isophthalate C(C1=CC(C(=O)OC=C)=CC=C1)(=O)OC=C